3,5-Dichloro-N-(2-(3-(dimethylamino)propoxy)-5-(3'-methyl-2'-oxo-2',3'-dihydrospiro[cyclopropane-1,1'-pyrrolo[2,3-c]quinolin]-8'-yl)pyridin-3-yl)benzenesulfonamide ClC=1C=C(C=C(C1)Cl)S(=O)(=O)NC=1C(=NC=C(C1)C1=CC=2C3=C(C=NC2C=C1)N(C(C31CC1)=O)C)OCCCN(C)C